3-(5-(thiazol-2-yl)pyridin-3-yl)phenyl cyclohexylcarbamate C1(CCCCC1)NC(OC1=CC(=CC=C1)C=1C=NC=C(C1)C=1SC=CN1)=O